C12CC(CC(C1)C2)OC2=C(C=C(C=C2C)NC(=O)C=2N=C(OC2CC)N2CCCC2)F N-(4-(bicyclo[3.1.1]heptan-3-yloxy)-3-fluoro-5-methylphenyl)-5-ethyl-2-(pyrrolidin-1-yl)oxazole-4-carboxamide